5-[(3S)-(Piperidine-4-carbonyl)isoxazolidin-3-yl]pyridine-3-carbonitrile trifluoroacetic acid salt FC(C(=O)O)(F)F.N1CCC(CC1)C(=O)N1OCC[C@H]1C=1C=C(C=NC1)C#N